2-benzyl-2-(N,N-dimethylamino)-1-(4-morpholinophenyl)butane-1-one C(C1=CC=CC=C1)C(C(=O)C1=CC=C(C=C1)N1CCOCC1)(CC)N(C)C